C(C1=CC=CC=C1)(=O)C1=CNC2=C1C1=C(NC([C@](N1)(C)COC)=O)C=N2 (S)-9-benzoyl-2-(methoxymethyl)-2-methyl-1,2,4,7-Tetrahydro-3H-pyrrolo[3',2':5,6]pyrido[3,4-b]pyrazin-3-one